CC1=NC(=CC=C1NC1CC2(CC(C2)NC(OC(C)(C)C)=O)C1)N1CCOCCC1 tert-butyl (6-((2-methyl-6-(1,4-oxazepan-4-yl)pyridin-3-yl)amino)spiro[3.3]heptan-2-yl)carbamate